2-[(1R,6R)-3-methyl-6-prop-1-en-2-ylcyclohex-2-en-1-yl]-5-pentylbenzen-1,3-diol CC1=C[C@H]([C@@H](CC1)C(=C)C)C1=C(C=C(C=C1O)CCCCC)O